ClC1=C(C(=CC=C1)F)N1CN(C2=CC(=C(C=C2C1=O)F)N1N=C(N(C1=O)CC)CO)[C@@H](C)CCC (S)-3-(2-Chloro-6-fluorophenyl)-7-(4-ethyl-3-(hydroxymethyl)-5-oxo-4,5-dihydro-1H-1,2,4-triazol-1-yl)-6-fluoro-1-(pentan-2-yl)-2,3-dihydroquinazolin-4(1H)-one